5-(6-{[(3S)-3-(aminomethyl)-3,4-dihydroisoquinolin-2(1H)-yl]carbonyl}-1,3-benzodioxol-5-yl)-N-(4-hydroxyphenyl)-1,2-dimethyl-N-(1-methyl-1H-pyrazol-4-yl)-1H-pyrrole-3-carboxamide NC[C@H]1N(CC2=CC=CC=C2C1)C(=O)C=1C(=CC2=C(OCO2)C1)C1=CC(=C(N1C)C)C(=O)N(C=1C=NN(C1)C)C1=CC=C(C=C1)O